NC1=CC(=NC=C1)N(C(C)=O)C1=CC(=C(C=C1)F)Cl N-(4-aminopyridin-2-yl)-N-(3-chloro-4-fluorophenyl)acetamide